ClC1=CC=C(C=C1)SC1=C(C=CC2=CC=CC=C12)O 1-(p-chlorophenylthio)-2-naphthol